C1(CC1)OC=1C=CC(=NC1)N 5-cyclopropyloxypyridin-2-amine